N-(3-((4-(2-aminopyridin-3-yl)pyrimidin-2-yl)amino)-4-methylphenyl)-1-(4-fluorophenyl)-5-(methylsulfonyl)-1H-pyrazole-3-carboxamide NC1=NC=CC=C1C1=NC(=NC=C1)NC=1C=C(C=CC1C)NC(=O)C1=NN(C(=C1)S(=O)(=O)C)C1=CC=C(C=C1)F